2-((1r,4r)-4-(2-(2-oxo-2-(pyrrolidin-1-yl)ethyl)imidazo[4,5-d]Pyrrolo[2,3-b]Pyridin-1(6H)-yl)cyclohexyl)acetonitrile O=C(CC1=NC=2C(=C3C(=NC2)NC=C3)N1C1CCC(CC1)CC#N)N1CCCC1